(R)-2-amino-3-(7-isopropoxythieno[3,2-b]pyridine-2-carboxamido)propionic acid N[C@@H](C(=O)O)CNC(=O)C1=CC2=NC=CC(=C2S1)OC(C)C